2,6-dichloro-N-[(2R)-2-hydroxybutyl]pyridine-3-sulfonamide ClC1=NC(=CC=C1S(=O)(=O)NC[C@@H](CC)O)Cl